O=C(/C=C/C(=O)OCC)NC=1SC=C(N1)C1=CC=NC=C1 (E)-ethyl 4-oxo-4-((4-(pyridine-4-yl)thiazol-2-yl)amino)but-2-enoate